ISI.[Bi] bismuth iodosulfide